C(C=C)(=O)OC(C)(C)C tertbutyl acrylate